C(C)(C)(C)OC(CCS(=O)C1=CC=C(C=C1)Br)=O 3-(bromobenzene-4-sulfinyl)-propionic acid tert-butyl ester